5-(4-t-butylphenyl)thianthrene tetrafluoroborate F[B-](F)(F)F.C(C)(C)(C)C1=CC=C(C=C1)S1C=2C=CC=CC2SC2=CC=CC=C12